(R)-2-(1-(4-chlorophenyl)cyclopropyl)-6-(2-(4-isobutylphenyl)propanoyl)-5,6,7,8-tetrahydropyrido[4,3-d]pyrimidin-4(3H)-one ClC1=CC=C(C=C1)C1(CC1)C=1NC(C2=C(N1)CCN(C2)C([C@H](C)C2=CC=C(C=C2)CC(C)C)=O)=O